C(CC)C1=CC(N=C(N1)NC(N)=O)=O 3-(6-propyl-4[1h]pyrimidinone-2-yl)urea